OC=1C(OC=CC1)C=O hydroxyoxomethyl-pyran